C(C)(C)C1=C(NC2=CC=C(C=C12)OCC1CN(CCC1)C)C1=CC(=NC=C1)C 3-isopropyl-5-((1-methylpiperidin-3-yl)methoxy)-2-(2-methylpyridin-4-yl)-1H-indole